N-acetyl-6-deoxy-mannosamine C(C)(=O)N[C@@H]1C(O)O[C@@H]([C@H]([C@@H]1O)O)C